C(C1=CC=CC=C1)C=1C(OC2=CC(=CC=C2C1C)OCC(CN1CCC(CC1)C(=O)N)OC1=CC=C(C=C1)OC)=O 1-(3-((3-benzyl-4-methyl-2-oxo-2H-chromen-7-yl)oxy)-2-(4-methoxyphenoxy)propyl)piperidine-4-carboxamide